CN(CCN(C1=C(C=C(C=C1)NC=1N=C(C2=C(N1)NC=C2)C2=CN(C1=CC=CC=C21)C)[N+](=O)[O-])CC)C N1-(2-(dimethylamino)ethyl)-N1-ethyl-N4-(4-(1-methyl-1H-indol-3-yl)-7H-pyrrolo[2,3-d]pyrimidin-2-yl)-2-nitrobenzene-1,4-diamine